copper gold-iron [Fe].[Au].[Cu]